FC1=C(C(=C(C2=C(C(=C(C(=C12)F)F)F)F)F)F)F perfluoronaphthalen